ClC1=C(C(=O)N2CCC(CC2)C(=O)NC[C@H]2CNCC2)C=CC(=C1)NC(=O)C=1N(C(=CN1)C1=C(C(=C(C=C1)OCF)F)Cl)C 1-[2-chloro-4-[[5-[2-chloro-3-fluoro-4-(fluoromethoxy)phenyl]-1-methyl-imidazole-2-carbonyl]amino]benzoyl]-N-[[(3R)-pyrrolidin-3-yl]methyl]piperidine-4-carboxamide